2-chloro-4-phenyl-6-(triphenylen-2-yl)-1,3,5-triazine ClC1=NC(=NC(=N1)C1=CC=CC=C1)C1=CC=2C3=CC=CC=C3C3=CC=CC=C3C2C=C1